C(C)OC=1C(=C(N(N1)C)C(=O)O)I 5-ethoxy-4-iodo-2-methyl-pyrazole-3-carboxylic acid